ClC1=C(C(=O)NC=2C=NC(=C(C2)Cl)N2N=CC=N2)C=C(C(=C1)C1=C(C=NC=C1)C1CC1)F 2-chloro-N-(5-chloro-6-(2H-1,2,3-triazol-2-yl)pyridin-3-yl)-4-(3-cyclopropylpyridin-4-yl)-5-fluorobenzamide